C(CCCCCCC\C=C/CCCCCCCC)(=O)[O-].C[NH2+]CCCO methyl-hydroxypropyl-ammonium oleate